COC=1C=C(C=C2C(=NC=NC12)N[C@H](C)C=1N=NC(=CC1)C)N1N=C(C=C1)C (R)-8-methoxy-6-(3-methyl-1H-pyrazol-1-yl)-N-(1-(6-methylpyridazin-3-yl)ethyl)quinazolin-4-amine